2-[3-(5-chloro-2-fluoro-phenyl)-1H-pyrazol-4-yl]-7-(2,3-dihydro-1H-imidazo[1,2-c]imidazol-5-yl)-1,5-naphthyridine ClC=1C=CC(=C(C1)C1=NNC=C1C1=NC2=CC(=CN=C2C=C1)C1=NC=C2N1CCN2)F